N-Boc-N'-(4-isopropylphenyl)hydrazine C(=O)(OC(C)(C)C)NNC1=CC=C(C=C1)C(C)C